[6-(3-cyclopropyl-1H-pyrazol-5-yl)-2-azaspiro[3.3]heptan-2-yl]-[6-[[3-(trifluoromethyl)-1H-pyrazol-5-yl]methyl]-2-azaspiro[3.3]heptan-2-yl]methanone C1(CC1)C1=NNC(=C1)C1CC2(CN(C2)C(=O)N2CC3(C2)CC(C3)CC3=CC(=NN3)C(F)(F)F)C1